2-(2,2-difluoro-6'-(1-fluorocyclopropyl)-1'-oxo-1'h-spiro[cyclopropane-1,4'-isoquinolin]-2'(3'h)-yl)acetic acid FC1(CC12CN(C(C1=CC=C(C=C21)C2(CC2)F)=O)CC(=O)O)F